Aspartic acid tert-butylester C(C)(C)(C)OC([C@@H](N)CC(=O)O)=O